ClC1=CC=C2C(=NC(N(C2=C1)C1=CC(=CC=C1)CCNC=1SC=CN1)=O)NC 7-chloro-4-(methylamino)-1-(3-(2-(thiazol-2-ylamino)ethyl)phenyl)quinazolin-2(1H)-one